tert-butyl (2-(4-methoxybenzyl)-1-oxoisoindolin-5-yl)carbamate COC1=CC=C(CN2C(C3=CC=C(C=C3C2)NC(OC(C)(C)C)=O)=O)C=C1